3-difluoromethyl-1-methyl-1H-pyrazole-5-carboxylic acid FC(C1=NN(C(=C1)C(=O)O)C)F